FC1=CC=C(C=C1)[C@@H](C)NC=1C=CC=2N(N1)C(=NN2)C(F)(F)F (R)-N-(1-(4-fluorophenyl)ethyl)-3-(trifluoromethyl)-[1,2,4]triazolo[4,3-b]pyridazin-6-amine